CN(C1=CC=C(C=C1)C1=NN=C(N1)C1=CC(=C(C=C1)C)S(=O)(=O)N1CCOCC1)C N,N-dimethyl-4-(5-(4-methyl-3-(morpholinosulfonyl)phenyl)-4H-1,2,4-triazol-3-yl)aniline